N,N-Dimethyl-4-azaspiro[2.4]heptan-7-amine hydrochloride Cl.CN(C1CCNC12CC2)C